2-(methylthio)-8-(trifluoromethyl)-9H-purine-6-amine CSC1=NC(=C2N=C(NC2=N1)C(F)(F)F)N